N-hydroxy-6-(4-(methyl-(4-quinazolinyl)amino)phenoxy)nicotinamide ONC(C1=CN=C(C=C1)OC1=CC=C(C=C1)N(C1=NC=NC2=CC=CC=C12)C)=O